N-(2,6-Dimethoxy-5-((E)-2-(trans-4-(trifluoromethyl)cyclohexyl)vinyl)pyridin-3-yl)acrylamide COC1=NC(=C(C=C1NC(C=C)=O)\C=C\[C@@H]1CC[C@H](CC1)C(F)(F)F)OC